OC1=CC=C2C=C(C(OC2=C1C=O)=O)C=1SC(=C(N1)C)C(=O)N1CCN(CC1)C 7-hydroxy-3-[4-methyl-5-(4-methyl-piperazine-1-carbonyl)-thiazol-2-yl]-2-oxo-2H-chromene-8-carbaldehyde